methyl 3-(isoxazol-4-yl)-6-(tetrahydro-2H-pyran-4-yl)benzo[b]thiophene-2-carboxylate O1N=CC(=C1)C=1C2=C(SC1C(=O)OC)C=C(C=C2)C2CCOCC2